(S)-2-methyl-N-((S)-2,2,2-trifluoro-1-(1-neopentyl-6-(4,4,5,5-tetramethyl-1,3,2-dioxaborolan-2-yl)-1H-pyrrolo[2,3-b]pyridin-3-yl)ethyl)propane-2-sulfinamide CC(C)(C)[S@](=O)N[C@H](C(F)(F)F)C1=CN(C2=NC(=CC=C21)B2OC(C(O2)(C)C)(C)C)CC(C)(C)C